oxiranyl-6-(phenylmethoxy)-2H-1,4-benzoxazine O1C(C1)C1OC2=C(N=C1)C=C(C=C2)OCC2=CC=CC=C2